3-chloro-2-acryloyloxypropyl methacrylate C(C(=C)C)(=O)OCC(CCl)OC(C=C)=O